2-(6-methoxy-3-nitropyridin-2-yl)ethan-1-amine COC1=CC=C(C(=N1)CCN)[N+](=O)[O-]